1-[6-[5-[(6-Methylpyridazin-3-yl)amino]benzimidazol-1-yl]-2-[3-(trifluoromethyl)-4,5,6,7-tetrahydropyrazolo[4,3-c]pyridin-1-yl]-3-pyridinyl]ethanol Erbium(III) nitrate [N+](=O)([O-])[O-].[Er+3].CC1=CC=C(N=N1)NC1=CC2=C(N(C=N2)C2=CC=C(C(=N2)N2N=C(C=3CNCCC32)C(F)(F)F)C(C)O)C=C1.[N+](=O)([O-])[O-].[N+](=O)([O-])[O-]